OC=1C2=C(N=CN1)SC(=N2)C=2C=CC(=C(C#N)C2)OC2=CC=CC=C2 5-(7-hydroxythiazolo[5,4-d]pyrimidin-2-yl)-2-phenoxy-benzonitrile